Cl.Cl.Cl.OCCN1CCN(CC1)CCS(=O)(=O)O 4-hydroxyethyl-piperazineethanesulfonic acid, trishydrochloride